Butyl-3-methoxy-3-phenylazetidine-1-carboxylate C(CCC)OC(=O)N1CC(C1)(C1=CC=CC=C1)OC